epithiopropane C1C(C)S1